1-((2,3-dihydrobenzofuran-5-yl)sulfonyl)-N-(1H-pyrrolo[2,3-b]pyridin-5-yl)piperidine-4-carboxamide O1CCC2=C1C=CC(=C2)S(=O)(=O)N2CCC(CC2)C(=O)NC=2C=C1C(=NC2)NC=C1